N1=NC=C(C=C1)C=1C=CC(=NC1)C[N+]1=NOC(=C1)[N-]C(NC1=CC(=CC=C1)C(F)(F)F)=O (3-((5-(pyridazin-4-yl)pyridin-2-yl)methyl)-1,2,3-oxadiazol-3-ium-5-yl)((3-(trifluoromethyl)phenyl)carbamoyl)amide